FC=1C(=CC(=C(C(=O)NC2=CC=NC=C2)C1)O[C@@H](C)CC(C)C)N1N=C(N(C1=O)C)C(C)C 5-fluoro-4-[4-methyl-5-oxo-3-(prop-2-yl)-4,5-dihydro-1H-1,2,4-triazol-1-yl]-2-{[(2S)-4-methylpent-2-yl]oxy}-N-(pyridin-4-yl)benzamide